[(benzophenanthrenyl)phenyl](naphthyl)anthracene C1(=C2C=3C=CC=CC3C3=C(C2=CC=C1)C=CC=C3)C3=C(C=CC=C3)C3=C(C1=CC2=CC=CC=C2C=C1C=C3)C3=CC=CC1=CC=CC=C31